C(C)C=1NOC=CC1 ethyl-oxazine